C(C)N1C=C(C(C=2C=C3C(=CC12)OCO3)=O)C(=O)O 5-ethyl-5,8-dihydro-8-oxo[1,3]dioxolano[4,5-g]quinoline-7-carboxylic acid